C(C)(C)(C)OC(=O)N1CCC2(CC1)OC1=C(C2)C=C(C=C1)N 5-amino-3H-spiro[benzofuran-2,4'-piperidine]-1'-carboxylic acid tert-butyl ester